C(C)OC(C(C(CC(C)=O)C1=CC=C(C=C1)OC1=NC(=CC=C1)C)[N+](=O)[O-])=O 3-(4-((6-methylpyridin-2-yl)oxy)phenyl)-2-nitro-5-oxohexanoic acid ethyl ester